6-fluoroquinoline-4-carboxylic acid phenylmethyl ester C1(=CC=CC=C1)COC(=O)C1=CC=NC2=CC=C(C=C12)F